3-(4-((4-methylpiperazin-1-yl)methyl)phenyl)urea CN1CCN(CC1)CC1=CC=C(C=C1)NC(N)=O